[V].[Ti] titanium vanadium salt